Tetrabutylphosphonium 3-methylsalicylate CC1=C(C(C(=O)[O-])=CC=C1)O.C(CCC)[P+](CCCC)(CCCC)CCCC